C(C(C=O)O)O The molecule is an aldotriose comprising propanal having hydroxy groups at the 2- and 3-positions. It plays role in the formation of advanced glycation end-products (AGEs), a deleterious accompaniment to ageing. It has a role as a fundamental metabolite.